5-(4-chlorophenyl)-1-(2,4-dichlorophenyl)-4-methyl-N-(2-(((1S,2S,4S)-1,7,7-trimethyl-bicyclo[2.2.1]heptan-2-yl)-amino)ethyl)-1H-pyrazole-3-carboxamide ClC1=CC=C(C=C1)C1=C(C(=NN1C1=C(C=C(C=C1)Cl)Cl)C(=O)NCCN[C@@H]1[C@]2(CC[C@@H](C1)C2(C)C)C)C